OC1=C(OC2=C(C(=CC=C2C1=O)O)OC)C1=CC=C(C=C1)CCCCO 3,7-dihydroxy-2-(4-(4-hydroxybutyl)phenyl)-8-methoxy-4H-chromen-4-one